C1(=CC=C2C=CC=CC=C12)[Co] azulenyl-cobalt